P(O)(N)OC(CCCCCCCC)O nonane-Diol phosphoramidite